tert-butyl (R)-4-(7-(4-chloropyridin-2-yl)-5-formamido-7H-pyrrolo[2,3-d]pyrimidin-4-yl)-2-methylpiperazine-1-carboxylate ClC1=CC(=NC=C1)N1C=C(C2=C1N=CN=C2N2C[C@H](N(CC2)C(=O)OC(C)(C)C)C)NC=O